O=C1OCC[C@@H]1NC(=O)C=1OC=CC1 (S)-N-(2-Oxotetrahydrofuran-3-yl)furan-2-carboxamide